OCC1CC(OC1)(C)C 4-(hydroxymethyl)-2,2-dimethyltetrahydrofuran